N1=C(C=CC=C1)C1=NN=C(O1)S 5-(pyridine-2-yl)-1,3,4-oxadiazole-2-thiol